C(C)(C)(C)OC(=O)N1[C@H](CN([C@@H](C1)C)C(C)C1=NC(=NO1)C1CC1)C (2s,5r)-4-(1-(3-cyclopropyl-1,2,4-oxadiazol-5-yl)ethyl)-2,5-dimethylpiperazine-1-carboxylic acid tert-butyl ester